C(C)N1C=CC=2C1=NC(=CN2)N[C@@H](C)C=2C=C(C=CC2)NC(C2=CN=CC(=C2)C)=O (S)-N-(3-(1-((5-ethyl-5H-pyrrolo[2,3-b]pyrazin-3-yl)amino)ethyl)phenyl)-5-methylnicotinamide